(R)-2-(4-(difluoromethoxy)-2,6-dimethylphenyl)-6-(1-hydroxyethyl)-2,5-dihydro-4H-pyrazolo[3,4-d]pyrimidin-4-one FC(OC1=CC(=C(C(=C1)C)N1N=C2N=C(NC(C2=C1)=O)[C@@H](C)O)C)F